t-butyl (S)-2-((7-((4-(methylsulfonyl) benzyl) oxy)-3,4-dihydroisoquinolin-2(1H)-yl) methyl)-1-((oxetan-2-yl) methyl)-1H-benzo[d]imidazole-6-carboxylate CS(=O)(=O)C1=CC=C(COC2=CC=C3CCN(CC3=C2)CC2=NC3=C(N2C[C@H]2OCC2)C=C(C=C3)C(=O)OC(C)(C)C)C=C1